C(=O)(O)C1=CC(N(C=C1)COC1=CC=CC(=N1)C1=CC(=C(CC2=NC3=C(N2CCOC)C=C(C=C3)C(=O)O)C=C1)F)=O 2-(4-(6-((4-carboxy-2-oxopyridin-1(2H)-yl)methoxy)pyridin-2-yl)-2-fluorobenzyl)-1-(2-methoxyethyl)-1H-benzo[d]Imidazole-6-carboxylic acid